N-(4-(1-ethyl-2-oxo-1,2-dihydrobenzo[cd]indole-6-sulfonamido)phenyl)acetamide C(C)N1C(C2=C3C(C(=CC=C13)S(=O)(=O)NC1=CC=C(C=C1)NC(C)=O)=CC=C2)=O